(1S,2R)-2-(Toluene-4-sulfonyl)-cyclopentanecarboxylic acid (4-cyano-cyclohexyl)-(2-fluoro-4-methyl-benzyl)-amide C(#N)C1CCC(CC1)N(C(=O)[C@H]1[C@@H](CCC1)S(=O)(=O)C1=CC=C(C)C=C1)CC1=C(C=C(C=C1)C)F